BrC1=CC2=C(C(=N1)NC1(C(C(C(=O)N)=CC=C1F)C)F)N(C=N2)C(C)C 3-((6-bromo-3-isopropyl-3H-imidazo[4,5-c]pyridin-4-yl)amino)-3,4-difluoro-2-methylbenzamide